2-cyclopropylpropan-1-one C1(CC1)C(C=O)C